ClC=1C=C(C=CC1OC(F)(F)F)C=1N=C(SC1)SC=1N=NNC1C(=O)OC methyl 4-((4-(3-chloro-4-(trifluoromethoxy) phenyl) thiazol-2-yl) thio)-1H-1,2,3-triazole-5-carboxylate